N=1S(CSC1)=O 2,4-dithiazolone